5-fluoro-1-[[4-fluoro-3-[[4-[4-[[1-methyl-3-oxo-2-(2-pyridyl)pyrazolo[3,4-d]pyrimidin-6-yl]amino]phenyl]piperazin-1-yl]methyl]phenyl]methyl]quinazoline-2,4-dione FC1=C2C(NC(N(C2=CC=C1)CC1=CC(=C(C=C1)F)CN1CCN(CC1)C1=CC=C(C=C1)NC1=NC=C2C(=N1)N(N(C2=O)C2=NC=CC=C2)C)=O)=O